(R)-2-(2-chloro-7-oxo-5,7-dihydro-6H-pyrrolo[3,4-b]pyridin-6-yl)propionic acid tert-butyl ester C(C)(C)(C)OC([C@@H](C)N1C(C2=NC(=CC=C2C1)Cl)=O)=O